O[C@H]1C[C@H](CC1)C1(C=C(NN1[C@@H](C)C1=CC=CC=C1)C(=O)NC)C(=O)N 5-((1S,3R)-3-hydroxycyclopentyl)-N3-methyl-1-((S)-1-phenylethyl)-1H-pyrazole-3,5-dicarboxamide